tert-butyl 3-(2-formyl-6-(morpholine-4-carbonyl)quinolin-4-yl)benzoate C(=O)C1=NC2=CC=C(C=C2C(=C1)C=1C=C(C(=O)OC(C)(C)C)C=CC1)C(=O)N1CCOCC1